COC1=C(C=C)C(=CC(=C1)Cl)OC 2,6-dimethoxy-4-chlorostyrene